NCCN(C(=O)C1=C(C=C(C=C1)C1=CC(=NO1)C(=O)N[C@@H]1CCC2=CC=CC=C12)O)C (R)-5-(4-((2-aminoethyl)(methyl)carbamoyl)-3-hydroxyphenyl)-N-(2,3-dihydro-1H-inden-1-yl)isoxazole-3-carboxamide